O=C1NC(CC[C@@H]1C1=C(C=C(C=C1F)NC1CC(C1)N1CCN(CC1)C(=O)OC(C)(C)C)F)=O tert-butyl 4-((1r,3r)-3-((4-(2,6-dioxopiperidin-3-yl)-3,5-difluorophenyl)amino)cyclobutyl)piperazine-1-carboxylate